C(C)OCCOCCOCCOCCOCCOCCOCCOCCO 2-(2-{2-[2-(2-{2-[2-(2-ethoxy-ethoxy)-ethoxy]-ethoxy}-ethoxy)-ethoxy]-ethoxy}ethoxy)-ethanol